N-(1-cyclopropyl-1H-imidazol-4-yl)-2-(2-phenylpyrrolidin-1-yl)pyrrolo[2,1-f][1,2,4]triazin-4-amine C1(CC1)N1C=NC(=C1)NC1=NC(=NN2C1=CC=C2)N2C(CCC2)C2=CC=CC=C2